COC(NC(=O)C1=C(SC=C1)NC(C1=CC=C(C=C1)S(=O)(=O)N1CCC(CC1)OC)=O)=O 2-(4-(4-Methoxypiperidine-1-sulfonyl)benzamido)thiophene-3-carbonyl-carbamic acid methyl ester